ClC1=NN(C(=C1)C)C1=CC=C(CN2C3=NC(=NC=C3NC2=O)C=2C(=NC=CC2)C(C)C)C=C1 9-(4-(3-chloro-5-methyl-1H-pyrazol-1-yl)benzyl)-2-(2-isopropylpyridin-3-yl)-7,9-dihydro-8H-purin-8-one